C(C(=C)C)(=O)OCCC1=CC=2C(=NN(N2)C2=CC3=C(OCO3)C=C2O)C=C1 2-[2-(6-hydroxybenzo[1,3]dioxol-5-yl)-2H-benzotriazole-5-yl]ethyl methacrylate